N-(4-(4-amino-3-(4-isobutoxyphenyl)-7-oxo-6,7-dihydro-2H-pyrazolo[3,4-d]pyridazin-2-yl)phenyl)acrylamide NC=1C=2C(C(NN1)=O)=NN(C2C2=CC=C(C=C2)OCC(C)C)C2=CC=C(C=C2)NC(C=C)=O